CN1C(C(=CC=2CN(CCC12)C)NC=1N=CC2=C(N1)C(=NC=C2)N2CCSCC2)=O 1,6-dimethyl-3-((8-thiomorpholinopyrido[3,4-d]pyrimidin-2-yl)amino)-5,6,7,8-tetrahydro-1,6-naphthyridine-2(1H)-one